CC1=NN(C=C1)C1=NNC(=C1)C(=O)N methyl-1'H-[1,3'-bipyrazole]-5'-carboxamide